COC(=O)C1=NC2=C(C=CC=C2C=C1)C(=O)OC quinoline-2,8-dicarboxylic acid dimethyl ester